2-(1-fluorocyclopropyl)pyridine-4-carboxylic acid FC1(CC1)C1=NC=CC(=C1)C(=O)O